C(C)(=O)N1\C(\C(C2=CC=CC=C12)=O)=C/C1=NC2=CC=C(C=C2C(=C1)Cl)C(=O)N1CCOCC1 (Z)-1-acetyl-2-((4-chloro-6-(morpholine-4-carbonyl)quinolin-2-yl)methylene)indolin-3-one